1-((2-(3,6-diazabicyclo[3.1.1]heptan-3-yl)-5-bromo-7-(thiazol-2-yl)benzo[d]oxazol-4-yl)oxy)-1,1-difluoro-2-methylpropan-2-ol C12CN(CC(N1)C2)C=2OC1=C(N2)C(=C(C=C1C=1SC=CN1)Br)OC(C(C)(O)C)(F)F